(+)-(1S,3R)-N-Boc-3-aminocyclopentanecarboxylic acid CC(C)(C)OC(=O)N[C@@H]1CC[C@@H](C1)C(=O)O